C(#N)C(C)(C)NC1=CC(=NC=C1C=1SC(=NN1)N1CC2CCC(C1)N2)C2=CC=C1N2N=CC(=C1)C#N 7-{4-[(1-cyano-1-methylethyl)amino]-5-(5-{3,8-diazabicyclo[3.2.1]octan-3-yl}-1,3,4-thiadiazol-2-yl)pyridin-2-yl}pyrrolo[1,2-b]pyridazine-3-carbonitrile